C(C)N1C(=C(C2=CC=CC=C12)C(=CC1(OC(=O)C2=CC=CC=C12)C1=CC=C(C=C1)N(CC)CC)C1=C(N(C2=CC=CC=C12)CC)C)C 3-[2,2-bis(1-ethyl-2-methylindole-3-yl)vinyl]-3-(4-diethylamino-phenyl)-phthalide